7-[5-[2-[(1-chloro-6,7-dihydro-5H-cyclopenta[c]pyridin-6-yl)methylamino]ethyl]-2-oxo-1,3-oxazolidin-3-yl]-1H-pyrido[2,3-b][1,4]oxazin-2-one ClC1=NC=CC2=C1CC(C2)CNCCC2CN(C(O2)=O)C2=CC1=C(OCC(N1)=O)N=C2